3-methylpyridine-2,6-dicarboxylic acid dimethyl ester COC(=O)C1=NC(=CC=C1C)C(=O)OC